tert-butyl (1R,3s,5S)-3-(1-(5-fluoropyrimidin-2-yl)-3-methoxypiperidin-4-yl)-8-azabicyclo[3.2.1]octane-8-carboxylate FC=1C=NC(=NC1)N1CC(C(CC1)C1C[C@H]2CC[C@@H](C1)N2C(=O)OC(C)(C)C)OC